CCN(CC)C(=O)CCl 2-chloro-N,N-diethylacetamide